C(C)(C)(C)N(C(O)=O)[C@@]1(CN(CC1)C1=C(C(=NC=C1C(N[C@@H](C)C1CC1)=O)C)C1=CC(=CC(=C1)F)F)C.C1(=CC=C2C=CC=CC=C12)C=1SC2=C(N1)C=CC=C2 azulenyl-benzothiazole tert-butyl-((S)-1-(5-(((S)-1-cyclopropylethyl)carbamoyl)-3-(3,5-difluorophenyl)-2-methylpyridin-4-yl)-3-methylpyrrolidin-3-yl)carbamate